N[C@H]1[C@H]2CN(C[C@H]2CC[C@@H]1O)C1=NN2C(S1)=NC=C2C=2C(=NC(=CC2)C(C)C)OC (3aR,4S,5S,7aS)-4-amino-2-(5-(6-isopropyl-2-methoxypyridin-3-yl)imidazo[2,1-b][1,3,4]thiadiazol-2-yl)octahydro-1H-isoindol-5-ol